(R)-N-((4-(4-(trifluoromethyl)phenyl)-3,4-dihydro-2H-benzo[b][1,4]oxazin-2-yl)methyl)acrylamide FC(C1=CC=C(C=C1)N1C2=C(O[C@@H](C1)CNC(C=C)=O)C=CC=C2)(F)F